C1(CCCC1)N1N=CC(=C1)B1OC(C(O1)(C)C)(C)C 1-cyclopentyl-4-(4,4,5,5-tetramethyl-1,3,2-dioxaborolan-2-yl)-1H-Pyrazole